C(C)(C)(C)C=1C=C(C=C(C1)C(C)(C)C)P(C1=C(C(=CC=C1)OC)C1=C(C=CC=C1OC)P(C1=CC(=CC(=C1)C(C)(C)C)C(C)(C)C)C1=CC(=CC(=C1)C(C)(C)C)C(C)(C)C)C1=CC(=CC(=C1)C(C)(C)C)C(C)(C)C (R)-2,2'-bis[bis(3,5-di-tert-butylphenyl)phosphino]-6,6'-dimethoxy-1,1'-biphenyl